C(C1=CC=CC=C1)OC(=O)[C@@H]1N[C@@H]1C(C)C (2R,3R)-3-isopropyl-aziridine-2-carboxylic acid benzyl ester